C[C@H]1C2=CC=CC(C3=NNC=4C=CC(O[C@@H](CCNC(O1)=O)C)=CC34)=N2 (7S,13R)-7,13-dimethyl-8,14-dioxa-10,19,20,23-tetraazatetracyclo[13.5.2.12,6.018,21]tricosa-1(20),2(23),3,5,15(22),16,18(21)-heptaen-9-one